C(#N)C1=CC=C(C=C1)\N=C\C1=CC=C(C=C1)OB(O)O (E)-(4-(((4-cyanophenyl)imino)methyl)phenyl)boric acid